N-(4-(8-Amino-3-isopropyl-5-(4-(methylamino)cyclohex-1-en-1-yl)imidazo[1,5-a]pyrazin-1-yl)-3-fluorophenyl)-1-(pyridin-3-yl)methansulfonamid NC=1C=2N(C(=CN1)C1=CCC(CC1)NC)C(=NC2C2=C(C=C(C=C2)NS(=O)(=O)CC=2C=NC=CC2)F)C(C)C